BrC=1C=C(N(N1)C1=NC=CC=N1)C(=O)NC1=C(C=C(C=C1C)Cl)C(N)=O 5-bromo-N-(2-carbamoyl-4-chloro-6-methyl-phenyl)-2-pyrimidin-2-yl-pyrazole-3-carboxamide